C(#C)C1(CC1)NC1=NC(N(C2=NC(=NC=C21)C(F)(F)F)C=2C=NC=CC2)=O 4-((1-ethynylcyclopropyl)amino)-1-(pyridin-3-yl)-7-(trifluoromethyl)pyrimido[4,5-d]pyrimidin-2(1H)-one